CNC(C1=NC=C(C=C1)N1CCN(CC1)[C@H](C)C=1C=NC=2C(=C(C(NC2C1)=O)C(F)(F)F)C)=O (R)-N-methyl-5-(4-(1-(8-methyl-6-oxo-7-(trifluoromethyl)-5,6-dihydro-1,5-naphthyridin-3-yl)ethyl)piperazin-1-yl)picolinamide